(Z)-(1-methyl-1H-tetrazol-5-yl)(phenyl)methanone CN1N=NN=C1C(=O)C1=CC=CC=C1